[(2S,6S)-6-ethylmorpholin-2-yl]methanol C(C)[C@@H]1O[C@@H](CNC1)CO